(R,R or S,S)-6-(3-methyl-1-(oxetan-3-yl)piperidin-4-yl)-1H-indazole C[C@H]1CN(CC[C@H]1C1=CC=C2C=NNC2=C1)C1COC1 |o1:6|